N1-(Isoxazol-3-yl)benzene-1,2-diamine O1N=C(C=C1)NC=1C(=CC=CC1)N